CC(=CCCC(=O)OC)CCCC(CCCC(C)C)C methyl 5,9,13-trimethyltetradec-4-enoate